ethylhexylimino-triazine C(C)C=1C(NN=NC1)=NCCCCCC